barium tungsten copper [Cu].[W].[Ba]